pyridobenzoxazin O1NC=CC2=C1C1=C(C=C2)N=CC=C1